C(#N)CCNCCNCCC#N bis-N,N'-cyanoethyl-ethylenediamine